The molecule is a galactosylglycerol that is glycerol in which one of the primary hydroxy groups has been converted into the corresponding alpha-D-galactopyranoside. It is an alpha-D-galactoside and a galactosylglycerol. It derives from a glycerol. C([C@@H]1[C@@H]([C@@H]([C@H]([C@H](O1)OCC(CO)O)O)O)O)O